1-{[5-({8-azabicyclo-[5.2.0]nonan-8-yl}methyl)-2-methoxyphenyl]methyl}-N7-butyl-1H-pyrazolo[4,3-d]pyrimidine-5,7-diamine C12CCCCCC2N(C1)CC=1C=CC(=C(C1)CN1N=CC=2N=C(N=C(C21)NCCCC)N)OC